C(C1=CC=CC=C1)OC1=NC(=CC=C1C1=NN(C2=C(C=CC=C12)N1CC(N(CC1)CC1CCN(CC1)C(=O)OCC1=CC=CC=C1)(C)C)C)OCC1=CC=CC=C1 benzyl 4-((4-(3-(2,6-bis(benzyloxy)pyridin-3-yl)-1-methyl-1H-indazol-7-yl)-2,2-dimethylpiperazin-1-yl)methyl)piperidine-1-carboxylate